C(C)C1=C(C=C(C2=CC(=CC=C12)F)C1=C(C=2N=C(N=C(C2C=N1)C1CCOCC2(CCO2)C1)OC[C@]12CCCN2C[C@@H](C1)F)F)O Ethyl-6-fluoro-4-(8-fluoro-2-(((2R,7aS)-2-fluorohexahydro-1H-pyrrolizin-7a-yl)methoxy)-4-(1,6-dioxaspiro[3.6]dec-9-yl)pyrido[4,3-d]pyrimidin-7-yl)naphthalene-2-ol